4''-((2-methyl-4-oxo-1,3-diazaspiro[4.4]non-1-en-3-yl)methyl)-[1,1':3',1''-terphenyl]-4'-carbonitrile CC1=NC2(C(N1CC1=CC=C(C=C1)C=1C=C(C=CC1C#N)C1=CC=CC=C1)=O)CCCC2